C(C)(C)(C)OC(=O)N1[C@@H]([C@H](CC1)OCC(=O)O)C(=O)OC 2-(((2s,3s)-1-(tert-butoxycarbonyl)-2-(methoxycarbonyl)pyrrolidin-3-yl)oxy)acetic acid